6-amino-2,4-xylenol NC=1C=C(C=C(C1O)C)C